1-[4-(cyanomethyl)-1-[[3-(trifluoromethoxy)phenyl]methyl]-4-piperidyl]-3-(cyclopropanecarbonylamino)pyrazole-4-carboxamide C(#N)CC1(CCN(CC1)CC1=CC(=CC=C1)OC(F)(F)F)N1N=C(C(=C1)C(=O)N)NC(=O)C1CC1